[Ir].C1(=CC(=CC=C1)C1=NC=CC=C1)C1=CC=CC=C1 [2-(biphenyl-3-yl)pyridine] iridium